[H-].[Na+].ClC1=C(C=C(C=C1)OC)COC 1-CHLORO-4-METHOXY-2-(METHOXYMETHYL)BENZENE Sodium hydride